O1CCC(C2=CC=CC=C12)=O Dihydrochromone